N-(4-fluoro-3-methylphenyl)quinolin-4-amine FC1=C(C=C(C=C1)NC1=CC=NC2=CC=CC=C12)C